C(C1=CC=CC=C1)C=1N(C=2C(=C3CC[C@@H](NC3=CC2)C)N1)CCN1CCN(CC1)C (7S)-2-Benzyl-7-methyl-3-[2-(4-methylpiperazin-1-yl)ethyl]-3H,6H,7H,8H,9H-imidazo[4,5-f]chinolin